C1(CC1)C=1C=CC(=NC1F)[C@@H](NC(=O)[C@H]1N(C[C@@H](C1)F)C(CN1N=CC=C1C(F)F)=O)C1=CC=CC=C1 (2S,4R)-N-[(S)-(5-cyclopropyl-6-fluoropyridin-2-yl)(phenyl)methyl]-1-{2-[5-(difluoromethyl)-1H-pyrazol-1-yl]acetyl}-4-fluoropyrrolidine-2-carboxamide